CC(CCN1C[C@@H]2[C@H](C1)CC(C2)OC=2N=NC(=CC2)C=2N(N=CC2C)C)(C)C (3aR,5s,6aS)-2-(3,3-dimethylbutyl)-5-[6-(2,4-dimethylpyrazol-3-yl)pyridazin-3-yl]oxy-3,3a,4,5,6,6a-hexahydro-1H-cyclopenta[c]pyrrole